NC1=C(C=CC(=C1)N)C(=O)OCC ethyl 2,4-diaminophenylformate